tert-butyl N-({4-[(2-amino-4-methyl-6-{[2,4,6-tri(propan-2-yl)benzene-1-sulfonyl]oxy}pyrimidin-5-yl)methyl]-3-methoxyphenyl}methyl)-N-(2,2,2-trifluoroethyl)glycinate NC1=NC(=C(C(=N1)C)CC1=C(C=C(C=C1)CN(CC(=O)OC(C)(C)C)CC(F)(F)F)OC)OS(=O)(=O)C1=C(C=C(C=C1C(C)C)C(C)C)C(C)C